(R)-1-(3-methylbenzyl)-N-(1-methylpyrrolidin-3-yl)cyclopropane-1-carboxamide methyl-6-(3-bromophenyl)-3,3,6-trimethyl-7-oxooctanoate COC(CC(CCC(C(C)=O)(C)C1=CC(=CC=C1)Br)(C)C)=O.CC=1C=C(CC2(CC2)C(=O)N[C@H]2CN(CC2)C)C=CC1